1,2-epoxy-4-vinyl-cyclohexane C(=C)C1CC2C(CC1)O2